BrC1=C2C=C(N(C2=CC=C1)COCC[Si](C)(C)C)C(=O)OC methyl 4-bromo-1-((2-(trimethylsilyl)ethoxy)methyl)-1H-indole-2-carboxylate